tert-Butyl 4-(3-hydroxypropyl)-4-(3-hydroxy-1H-pyrazol-5-yl)piperidine-1-carboxylate OCCCC1(CCN(CC1)C(=O)OC(C)(C)C)C1=CC(=NN1)O